C1CNCCNCCCN(CCNC1)CC2=CC=C(C=C2)CNCC3=CN=CC=C3 N-[1,4,8,11-tetraazacyclotetradecanyl-1,4-phenylenebis(methylene)]-3-(aminomethyl)pyridine